ClC1=C(C=CC=2C3=C(NC12)CCN([C@H]3C)C(=O)C=3NC(=CN3)C#N)Cl (S)-2-(6,7-dichloro-1-methyl-2,3,4,5-tetrahydro-1H-pyrido[4,3-b]indole-2-carbonyl)-1H-imidazole-5-carbonitrile